2-Hydroxyethyl-8-{[(4-chloro-2,6-dimethylphenyl)acetyl] amino}-1,4-dioxaspiro[4.5]decan-8-carboxylat OCCOC(=O)C1(CCC2(OCCO2)CC1)NC(CC1=C(C=C(C=C1C)Cl)C)=O